6-(3-((4,4-bis(((Z)-oct-5-en-1-yl)oxy)butanoyl)oxy)-2-(((((1-ethylpiperidin-3-yl)methoxy)carbonyl)oxy)methyl)propoxy)-6-oxohexyl 2-hexyldecanoate C(CCCCC)C(C(=O)OCCCCCC(=O)OCC(COC(CCC(OCCCC\C=C/CC)OCCCC\C=C/CC)=O)COC(=O)OCC1CN(CCC1)CC)CCCCCCCC